methyl 2-((benzo[d]thiazol-5-ylmethyl)((3-fluoropyridin-2-yl)methyl)amino)-2-oxoacetate S1C=NC2=C1C=CC(=C2)CN(C(C(=O)OC)=O)CC2=NC=CC=C2F